C(C)C1C=2C=CC=N(C2CCC1)=O 5-ethyl-1-oxo-5,6,7,8-tetrahydro-1λ5-quinoline